[Cl-].C(#N)C1=CC=C2COCC3C[NH2+]CCC1=C32 8-Cyano-3,3a,4,5,6,7-hexahydro-1H-isochromeno[4,5-cd]azepin-5-ium chloride